CC1=NN=C(O1)C1CN(C1)C(=O)OC(C)(C)C tert-butyl 3-(5-methyl-1,3,4-oxadiazol-2-yl)azetidine-1-carboxylate